C1(=CC=CC=C1)C(N1CCN(CC1)C(=O)C1=CC2=C(N=CS2)C=C1)C1=CC=CC=C1 6-[4-(diphenylmethyl)piperazine-1-carbonyl]-1,3-benzothiazole